FC(C1=NN(C(=C1)C(F)F)CC(=O)N1CCC(CC1)C=1SC=C(N1)C1=NOC(C1)C1=C(C=CC=C1SC)Cl)F 2-(3,5-bis(difluoromethyl)-1H-pyrazol-1-yl)-1-(4-(4-(5-(2-chloro-6-(methylthio)phenyl)-4,5-dihydroisoxazol-3-yl)thiazol-2-yl)piperidin-1-yl)ethan-1-one